2,5,6-trimethylcyclohex-1,3-diene-1-carboxylate CC1=C(C(C(C=C1)C)C)C(=O)[O-]